[N+](=O)([O-])C1=C(C=CC(=C1)C(=O)N1CCN(CC1)C1=CC=C(C=C1)C(F)(F)F)S(=O)CC(=O)OCC Ethyl 2-((2-nitro-4-(4-(4-(trifluoromethyl)phenyl)piperazine-1-carbonyl)phenyl)sulfinyl)acetate